CC1(OB(OC1(C)C)C=1C=C2CN(CC2=CC1)C)C 4,4,5,5-tetramethyl-2-(2-methyl-5-isoindolinyl)-1,3,2-dioxaborolane